COC1CCC(CC1)[C@@H](C)N1C(=C(C2=CC=CC=C12)C(=O)NCC=1C(NC(=CC1SC([2H])([2H])[2H])C)=O)C 1-((1R)-1-(4-methoxycyclohexyl)ethyl)-2-methyl-N-((6-methyl-4-((methyl-d3)thio)-2-oxo-1,2-dihydropyridin-3-yl)methyl)-1H-indole-3-carboxamide